[Li].N1C(=O)C(=O)C2=CC=CC=C12 isatine lithium salt